3-aminopropane-1-yl-(ornithine) NCCCN[C@@H](CCCN)C(=O)O